ClC=1C=CC(=C(C1)C1=C(N=CN1)C1=NC2=CC(=CN=C2C=C1)N1CC=2N(CC1)N=C(N2)C=2CNCC2)F 2-[5-(5-chloro-2-fluoro-phenyl)-1H-imidazol-4-yl]-7-[2-(2,5-dihydro-1H-pyrrol-3-yl)-6,8-dihydro-5H-[1,2,4]triazolo[1,5-a]pyrazin-7-yl]-1,5-naphthyridine